OC=1C=2N(C=C(C1)NCC1=NC=CC=C1)N=CC2C#N 4-Hydroxy-6-((pyridin-2-ylmethyl)amino)pyrazolo[1,5-a]pyridine-3-carbonitrile